4-[4-[4-(2,6-dioxo-3-piperidyl)phenyl]piperazin-1-yl]cyclohexane-carbaldehyde O=C1NC(CCC1C1=CC=C(C=C1)N1CCN(CC1)C1CCC(CC1)C=O)=O